N1CC(C1)CN(C)C azetidin-3-ylmethyl(dimethyl)amine